C(#N)C=1C=C(C=CC1N=CN(C)C)N1C2CN(C(C1)C2)C(=O)[O-] 5-(3-cyano-4-(((dimethylamino)methylene)amino) phenyl)-2,5-diazabicyclo[2.2.1]heptane-2-carboxylate